C(C)(C)OC(NC12CC(C1)(C2)N2C=NC=1C2=C2C(=NC1)NC=C2)=O (3-(Imidazo[4,5-d]pyrrolo[2,3-b]pyridin-1(6H)-yl)bicyclo[1.1.1]pentan-1-yl)carbamic acid isopropyl ester